[rac-(9aS)-1,3,4,6,7,8,9,9a-octahydropyrazino[2,1-c][1,4]oxazin-3-yl]benzonitrile C1OC(CN2[C@H]1CNCC2)C2=C(C#N)C=CC=C2 |r|